3-fluoro-4-(((6-(piperidin-4-yl)pyridin-2-yl)oxy)methyl)benzamide FC=1C=C(C(=O)N)C=CC1COC1=NC(=CC=C1)C1CCNCC1